methylium chlorid [Cl-].[CH3+]